C1(CC1)NC1=C(C=CC(=C1)C(F)(F)F)C=1N=NC(=CC1C(=O)N)C (2-(Cyclopropylamino)-4-(trifluoromethyl)phenyl)-6-methylpyridazine-4-carboxamide